7-(1-methyl-5-(piperidin-1-yl)-1H-pyrazol-4-yl)quinolin-2-amine CN1N=CC(=C1N1CCCCC1)C1=CC=C2C=CC(=NC2=C1)N